N-stearyl-erucic acid amide C(CCCCCCCCCCCCCCCCC)NC(CCCCCCCCCCC\C=C/CCCCCCCC)=O